C(C)(=O)C1=C(C=CC=C1)NC=O N-(2-acetyl-phenyl)formamide